2-(4-(bromomethyl)cyclohexyl)acetyl chloride BrCC1CCC(CC1)CC(=O)Cl